C(C)(C)(C)SCC=CC1=CC=CC=C1 α-(t-Butylthiomethyl)styrol